(R)-N-((S)-1'-(8-iodoimidazo[1,2-c]pyrimidin-5-yl)-5,7-dihydrospiro[cyclopenta[b]pyridin-6,4'-piperidin]-5-yl-5-d)-2-methylpropan-2-sulfinamide IC=1C=2N(C(=NC1)N1CCC3(CC1)[C@](C=1C(=NC=CC1)C3)([2H])N[S@](=O)C(C)(C)C)C=CN2